N-(biphenyl-4-yl)-N-{4-[6-(biphenyl-4-yl)pyrimidin-4-yl]phenyl}-9,9-dimethyl-9H-fluoren-2-amine C1(=CC=C(C=C1)N(C1=CC=2C(C3=CC=CC=C3C2C=C1)(C)C)C1=CC=C(C=C1)C1=NC=NC(=C1)C1=CC=C(C=C1)C1=CC=CC=C1)C1=CC=CC=C1